(R)-N-(3-methoxy-4-(4-(4-methylpiperazin-1-yl)piperidin-1-yl)phenyl)-6-(3-phenylisoxaZolidin-2-yl)pyrimidin-4-amine COC=1C=C(C=CC1N1CCC(CC1)N1CCN(CC1)C)NC1=NC=NC(=C1)N1OCC[C@@H]1C1=CC=CC=C1